N-(1-(1-(difluoromethyl)-1H-benzo[d]imidazol-2-yl)piperidin-4-yl)-3-(3,5-difluorophenyl)-1-methyl-1H-indazol-6-amine FC(N1C(=NC2=C1C=CC=C2)N2CCC(CC2)NC2=CC=C1C(=NN(C1=C2)C)C2=CC(=CC(=C2)F)F)F